ClC=1C=CC=C2C=CC(=NC12)C1=CC(=C(OCCO)C=C1)C(F)(F)F 2-[4-(8-chloro-2-quinolinyl)-2-(trifluoromethyl)phenoxy]ethanol